4-methyl-N-(2-morpholinyl-2-oxoethyl)benzenesulfonamide CC1=CC=C(C=C1)S(=O)(=O)NCC(=O)N1CCOCC1